COC1=CC=C(C=C1)N=CC=CC1=CC=CC=C1 N-(4-methoxyphenyl)-3-phenylprop-2-en-1-imine